2-methyl-5-((((S)-1-methylpyrrolidin-2-yl)methyl)amino)-N-((R)-1-(naphthalen-1-yl)ethyl)benzamide CC1=C(C(=O)N[C@H](C)C2=CC=CC3=CC=CC=C23)C=C(C=C1)NC[C@H]1N(CCC1)C